OC(CC1(CC1)S(=O)(=O)N)CO 1-(2,3-dihydroxy-propyl)-cyclopropane-1-sulfonamide